(6-(((3-Amino-5-(1-cyclopropyl-1H-pyrazol-3-yl)-4-methoxyphenylmethyl)oxy)methyl)-4-fluoropyridin-2-yl)carbamic acid tert-butyl ester C(C)(C)(C)OC(NC1=NC(=CC(=C1)F)COCC1=CC(=C(C(=C1)C1=NN(C=C1)C1CC1)OC)N)=O